ClC=1C=CC(=C2C=C(NC12)C(=O)N[C@H](C(=O)N[C@H](C(=O)OC)C[C@H]1C(NCCC1)=O)CC1CC1)OC (S)-methyl 2-((S)-2-(7-chloro-4-methoxy-1H-indole-2-carboxamido)-3-cyclopropylpropanamido)-3-((S)-2-oxopiperidin-3-yl)propanoate